1-(6-Chloro-4-methyl-1H-benzoimidazol-2-yl)-1H-pyrazole ClC=1C=C(C2=C(NC(=N2)N2N=CC=C2)C1)C